2-(((2S,3R)-1-(7,7-difluoro-2-((S)-2-methylazetidin-1-yl)-6,7-dihydro-5H-cyclopenta[d]pyrimidin-4-yl)-2-methylazetidin-3-yl)oxy)-1-(piperidin-1-yl)ethan-1-one FC1(CCC2=C1N=C(N=C2N2[C@H]([C@@H](C2)OCC(=O)N2CCCCC2)C)N2[C@H](CC2)C)F